C1N(CC12CCNCC2)C(=O)OCC2=CC=CC=C2 benzyl 2,7-diazaspiro[3.5]nonane-2-carboxylate